1-(3-chloro-4-methoxypyridin-2-yl)-N-(5-chloro-6-(2H-1,2,3-triazol-2-yl)pyridin-3-yl)-5-(trifluoromethyl)-1H-pyrazole-4-carboxamide ClC=1C(=NC=CC1OC)N1N=CC(=C1C(F)(F)F)C(=O)NC=1C=NC(=C(C1)Cl)N1N=CC=N1